((2R,3S,4R,5S)-5-(4-aminopyrrolo[2,1-f][1,2,4]triazin-7-yl)-2-cyano-3,4-dihydroxytetrahydrofuran-2-yl)methyl cyclooctyl carbonate C(OC[C@]1(O[C@H]([C@@H]([C@@H]1O)O)C1=CC=C2C(=NC=NN21)N)C#N)(OC2CCCCCCC2)=O